N1(CCOCC1)C1=NC(=NC(=N1)N1CCOCC1)C1=CC=C(N)C=C1 4-[4,6-bis(morpholin-4-yl)-1,3,5-triazin-2-yl]aniline